O[C@@H]1C=2C=CC(=CC2CC[C@H]1[C@@H]1N2C(C3=CC=CC=C13)=CN=C2)C(=O)N (5S,6S)-5-hydroxy-6-((S)-5H-imidazo[5,1-a]isoindol-5-yl)-5,6,7,8-tetrahydronaphthalene-2-carboxamide